C(C)N(C(=O)NC(C(=O)O)CCN(CCCCC1=NC=2NCCCC2C=C1)CC(C)OC)CC 2-(diethylcarbamoylamino)-4-[[2-methoxypropyl]-[4-(5,6,7,8-tetrahydro-1,8-naphthyridin-2-yl)butyl]amino]butanoic acid